ClC1=CC(=C(COC2=CC=CC(=N2)N2C=NNCC2)C=C1)F 4-(6-((4-chloro-2-fluorobenzyl)oxy)pyridin-2-yl)-5,6-Dihydro-1,2,4-triazine